1-(adamantan-1-yl)-2-phenyl-1,2,3,4-tetrahydroisoquinoline C12(CC3CC(CC(C1)C3)C2)C2N(CCC3=CC=CC=C23)C2=CC=CC=C2